6-nitroveratryloxyamide [N+](=O)([O-])C1=CC(=C(C=C1CO[NH-])OC)OC